C(C)(C)(C)OC(=O)N1CCC(CC1)COC=1C=NC=C(C1)C(F)(F)F 4-(((5-(trifluoromethyl)pyridin-3-yl)oxy)methyl)piperidine-1-carboxylic acid tert-butyl ester